5-Chloro-2-(thiazol-2-yl)pyridin-3-yl 3-deoxy-3-[4-(3,4,5-trifluorophenyl)-1H-1,2,3-triazol-1-yl]-2-O-methyl-1-thio-α-D-galactopyranoside FC=1C=C(C=C(C1F)F)C=1N=NN(C1)[C@@H]1[C@H]([C@@H](SC=2C(=NC=C(C2)Cl)C=2SC=CN2)O[C@@H]([C@@H]1O)CO)OC